1-(±)-Allyl 2-(4-(3-(2-methyl-N-((2-(trimethylsilyl)ethoxy)methyl)propan-2-ylsulfinamido)oxetan-3-yl)phenyl)-2-(tetrahydro-2H-pyran-4-yl)acetate CC(C)(C)S(=O)N(COCC[Si](C)(C)C)C1(COC1)C1=CC=C(C=C1)C(C(=O)OCC=C)C1CCOCC1